5-({4-[(1R)-1-amino-1-(3-bromophenyl)ethyl]-2-thienyl}carbonyl)pyrimidin N[C@](C)(C1=CC(=CC=C1)Br)C=1C=C(SC1)C(=O)C=1C=NC=NC1